5-[(3R)-3-(3-methyl-2-oxoimidazolidin-1-yl)piperidin-1-yl]-3-{[4-(piperazin-1-yl)phenyl]amino}pyrazine-2-carboxamide trifluoroacetate salt FC(C(=O)O)(F)F.CN1C(N(CC1)[C@H]1CN(CCC1)C=1N=C(C(=NC1)C(=O)N)NC1=CC=C(C=C1)N1CCNCC1)=O